C(C)(C)(C)OC(=O)N1S(O[C@@H]([C@@H]1CO[Si](C1=CC=CC=C1)(C1=CC=CC=C1)C(C)(C)C)C)(=O)=O (4S,5R)-4-((tert-Butyldiphenylsiloxy)methyl)-5-methyl-1,2,3-oxathiazolidine-3-carboxylic acid tert-butyl ester-2,2-dioxide